9-(6-(1H-1,2,4-triazol-1-yl)pyrimidin-4-yl)-1-(3,4-difluorophenyl)-1,9-diazaspiro[5.5]undecan-2-one N1(N=CN=C1)C1=CC(=NC=N1)N1CCC2(CCCC(N2C2=CC(=C(C=C2)F)F)=O)CC1